FC1=C(C(=O)O)C=CC=C1CO 2-fluoro-3-(hydroxymethyl)benzoic acid